diisopropyl-4-isopropyloxypyridine-2,6-dicarboxylic acid C(C)(C)C=1C(=C(C(=NC1C(=O)O)C(=O)O)C(C)C)OC(C)C